methyl (S)-2-[(tert-butoxycarbonyl)amino]-3-(3-hydroxyphenyl)propanoate C(C)(C)(C)OC(=O)N[C@H](C(=O)OC)CC1=CC(=CC=C1)O